CC1=CC=C(C=C1)C1=C(C=CC(=C1)N)O 2-(4-methylphenyl)-p-aminophenol